C1(=CC(=CC=C1)C=1C=NC=C(C(=O)N)C1)C 5-(m-tolyl)-nicotinamide